FC(C(C#CC=1C=C(C=C(C1)F)C1=NN=C2N1C1=C(C=C(C=C1C(=N2)NCC(F)F)F)F)(C)C)F (3-(4,4-difluoro-3,3-dimethylbut-1-yn-1-yl)-5-fluorophenyl)-N-(2,2-difluoroethyl)-7,9-difluoro-[1,2,4]triazolo[4,3-a]quinazolin-5-amine